(S)-3-benzyl-4-(difluoromethyl)-1,3-oxazin-2-one C(C1=CC=CC=C1)N1C(OC=C[C@H]1C(F)F)=O